2-(4-fluoro-2-methyl-phenoxy)-4,5-dimethyl-3-(4,4,5,5-tetramethyl-1,3,2-dioxaborolan-2-yl)pyridine FC1=CC(=C(OC2=NC=C(C(=C2B2OC(C(O2)(C)C)(C)C)C)C)C=C1)C